(±)-ethyl (2S,7aS)-2-hydroxy-5-oxotetrahydro-1H-pyrrolizine-7a(5H)-carboxylate O[C@H]1C[C@@]2(CCC(N2C1)=O)C(=O)OCC |r|